α,α-Trehalose OC[C@H]1O[C@H](O[C@H]2O[C@H](CO)[C@@H](O)[C@H](O)[C@H]2O)[C@H](O)[C@@H](O)[C@@H]1O